pentalene-4-carboxylic acid (2-fluoro-1-fluoromethyl-1-hydroxymethyl-ethyl)-amide FCC(CO)(CF)NC(=O)C=1C2=CC=CC2=CC1